COC(=O)C1=C(N=CN1CC1=CC=C(C=C1)OC)CO 4-(hydroxymethyl)-1-(4-methoxybenzyl)-1H-imidazole-5-carboxylic acid methyl ester